C(C)(C)(C)OC(=O)N1C(CN(CC1)C1=C(C=C(C=C1)NC(C1=C(C=CC=C1)NC1=CC=CC=C1)=O)Br)(C)C 4-(2-bromo-4-(2-(anilino)benzoylamino)phenyl)-2,2-dimethylpiperazine-1-carboxylic acid tert-butyl ester